FC=1C=C(C=C(C1)F)[C@@H]1CC=NN1C(=O)C1C[C@@H]2[C@@H](CN(C2)C2=NC=CC(=N2)C(=O)N)C1 2-((3aR,5r,6aS)-5-((S)-5-(3,5-difluorophenyl)-4,5-dihydro-1H-pyrazole-1-carbonyl)hexahydrocyclopenta[c]pyrrol-2(1H)-yl)pyrimidine-4-carboxamide